N-(5-((5-ethynyl-8-methyl-7-oxo-7,8-dihydropyrido[2,3-d]pyrimidin-2-yl)amino)-2-(4-methylpiperazin-1-yl)phenyl)acetamide C(#C)C1=CC(N(C=2N=C(N=CC21)NC=2C=CC(=C(C2)NC(C)=O)N2CCN(CC2)C)C)=O